1,1-diaminopropanesulfonic acid NC(CC)(S(=O)(=O)O)N